C(C)(C)(C)NC(CN(C)C=1C2=C(N=C(N1)C1=NC=CC(=C1)O[C@H](CN(C)C)C)CCC2)=O N-tert-butyl-2-{[2-(4-{[(2S)-1-(dimethylamino)propan-2-yl]oxy}pyridin-2-yl)-5H,6H,7H-cyclopenta[d]pyrimidin-4-yl](methyl)amino}acetamide